(1R,3R)-3-(4-([1,1'-biphenyl]-4-ylmethyl)-4H-thieno[3,2-b]pyrrole-3-carboxamido)cyclobutane-1-carboxylic acid C1(=CC=C(C=C1)CN1C2=C(C=C1)SC=C2C(=O)NC2CC(C2)C(=O)O)C2=CC=CC=C2